ClC1=C(C=CC=C1)C1N(CCCC1)C=1C=NC(=NC1)C(=O)N[C@H](C)\C=C\S(=O)(=O)C 5-(2-(2-chlorophenyl)piperidin-1-yl)-N-((R,E)-4-(methylsulfonyl)but-3-en-2-yl)pyrimidine-2-carboxamide